(3R)-3-[(4-methoxy-6-quinolyl)amino]Pyrrolidine COC1=CC=NC2=CC=C(C=C12)N[C@H]1CNCC1